[N+](=O)([O-])C1=C(C[C@@H](N)C(=O)O)C=CC=C1 2-nitro-D-Phenylalanine